6-chloro-7-methoxy-3-(2'-methoxy-5'-(trifluoromethoxy)-[1,1'-biphenyl]-4-yl)-2-methylquinolin-4(1H)-one ClC=1C=C2C(C(=C(NC2=CC1OC)C)C1=CC=C(C=C1)C1=C(C=CC(=C1)OC(F)(F)F)OC)=O